FC1(C[C@@H]2[C@@H](\C(\C[C@]1(N2)C)=C/C=2N=NC(=CN2)C=2C=C1C=CN=CC1=CC2O)OC)F 6-(3-((Z)-((1R,4R,5R)-7,7-difluoro-4-methoxy-1-methyl-8-azabicyclo[3.2.1]octan-3-ylidene)methyl)-1,2,4-triazin-6-yl)isoquinolin-7-ol